3-(5-fluoro-1-methyl-6-(4-(piperidin-4-ylmethyl)piperazin-1-yl)-1H-indazol-3-yl)piperidine-2,6-dione FC=1C=C2C(=NN(C2=CC1N1CCN(CC1)CC1CCNCC1)C)C1C(NC(CC1)=O)=O